BrC1=CC(=C(C(=C1)C)N1N=C2N=C(N=C(C2=C1)Cl)Cl)C 2-(4-bromo-2,6-dimethylphenyl)-4,6-dichloro-2H-pyrazolo[3,4-d]pyrimidine